3-(azetidin-3-yl)-4-fluoropyridine N1CC(C1)C=1C=NC=CC1F